5-Chloro-1-[3-[4-[[3-[(E)-3-(2,4-dimethoxyphenyl)-3-oxoprop-1-enyl]phenoxy]methyl]triazol-1-yl]-2-hydroxypropyl]indole-2,3-dione ClC=1C=C2C(C(N(C2=CC1)CC(CN1N=NC(=C1)COC1=CC(=CC=C1)\C=C\C(=O)C1=C(C=C(C=C1)OC)OC)O)=O)=O